CNC(=O)C=1C(=CC2=C(N=C(O2)NC=2OC3=C(N2)C=C(C=C3)F)C1)F N-methyl-6-fluoro-2-(5-fluoro-1,3-benzoxazol-2-ylamino)-1,3-benzoxazole-5-carboxamide